6-(4-amino-2-fluoro-3-methylphenyl)-5-(3-fluoro-4-((4-methylpyrimidin-2-yl)oxy)phenyl)-7-methyl-5H-pyrrolo[3,2-d]pyrimidin-4-amine NC1=C(C(=C(C=C1)C1=C(C=2N=CN=C(C2N1C1=CC(=C(C=C1)OC1=NC=CC(=N1)C)F)N)C)F)C